FC=1C=C(C=C(C1)F)CC(=O)O 3,5-difluorophenylacetic acid